12-methyl-10-[(7-methyl-1H-indazol-5-yl)methyl]-15,18-dioxa-5,9,12,24,26-pentazapentacyclo[20.5.2.11,4.13,7.025,28]hentriaconta-3,5,7(30),20,22(29),23,25(28)-heptaene-8,11,27-trione CN1C(C(NC(C=2C=NC3=C(CC4(C(NC=5N=CC(C=CCOCCOCC1)=CC45)=O)C3)C2)=O)CC=2C=C3C=NNC3=C(C2)C)=O